1-(tolyl)piperidine C1(=C(C=CC=C1)N1CCCCC1)C